OC=1C=C2CCCC(C2=CC1)=O 6-hydroxy-3,4-dihydro-2H-naphthalen-1-one